C(CCC)C1=CC=C(C=C1)S(=O)(=O)Cl 4-butylbenzene-1-sulfonyl chloride